C=1(C(=CC=C(C1)C(=O)O)C(=O)O)C(=O)O benzene-1,2,5-tricarboxylic acid